C(C)(C)(C)OC(=O)NCC(=O)OC1=C(C=CC(=C1)[N+](=O)[O-])C1=CC(NC=2N1N=C(C2C2=CC=C(C=C2)Cl)CC2=CC=CC=C2)=O [2-[2-Benzyl-3-(4-chlorophenyl)-5-oxo-4H-pyrazolo[1,5-a]pyrimidin-7-yl]-5-nitro-phenyl] 2-(tert-butoxycarbonylamino)acetate